2-(4-bromo-2,3-dihydrobenzofuran-7-yl)acetonitrile BrC1=CC=C(C2=C1CCO2)CC#N